FC(CNC=1N=CC(=C2C=C(N=CC12)NC(=O)C1CC1)B1OC(C(O1)(C)C)(C)C)F N-(8-((2,2-difluoroethyl)amino)-5-(4,4,5,5-tetramethyl-1,3,2-dioxaborolan-2-yl)-2,7-naphthyridin-3-yl)cyclopropanecarboxamide